C(C)(=O)N[C@H](C(=O)NCC=1C=C2CN(C(C2=CC1)=O)C1C(NC(CC1)=O)=O)C1=CC=CC=C1 (2S)-2-Acetamido-N-((2-(2,6-dioxopiperidin-3-yl)-1-oxoisoindolin-5-yl)methyl)-2-phenyl-acetamide